2-(6-amino-1-(4-aminobenzyl)-1H-pyrazolo[3,4-d]pyrimidin-4-yl)isonicotinonitrile NC1=NC(=C2C(=N1)N(N=C2)CC2=CC=C(C=C2)N)C=2C=C(C#N)C=CN2